(2R,3S,4S)-4-hydroxy-2-({4-[1-(1H-pyrazol-4-ylmethyl)-1,2,3-triazol-4-yl]phenyl}methyl)pyrrolidin-3-yl N-[2-(pyridin-4-yl)ethyl]carbamate N1=CC=C(C=C1)CCNC(O[C@H]1[C@H](NC[C@@H]1O)CC1=CC=C(C=C1)C=1N=NN(C1)CC=1C=NNC1)=O